tert-butyl 4-[(4-{[2-amino-4-(pentylamino)-5H-pyrrolo[3,2-d]pyrimidin-5-yl]methyl}-3-methoxyphenyl)methyl]piperidine-1-carboxylate NC=1N=C(C2=C(N1)C=CN2CC2=C(C=C(C=C2)CC2CCN(CC2)C(=O)OC(C)(C)C)OC)NCCCCC